[Li+].ClC1=C(N=NC(=C1)Cl)C(=O)[O-] 4,6-dichloropyridazine-3-carboxylic acid lithium salt